NC1=NC=C(C=C1C1=C(C=C(C=C1)NC(=O)C=1C(N(C(=C(C1)Br)CNC)C1=CC=C(C=C1)F)=O)F)C=1C=NN(C1)CC N-(4-(2-amino-5-(1-ethyl-1H-pyrazol-4-yl)pyridin-3-yl)-3-fluorophenyl)-5-bromo-1-(4-fluorophenyl)-6-((methylamino)methyl)-2-oxo-1,2-dihydropyridine-3-carboxamide